(S)-6-Bromo-N-(1-(ethylsulfonyl)pyrrolidin-3-yl)-2-(1-(3-(2-methoxyethoxy)phenyl)-2,5-dimethyl-1H-pyrrol-3-yl)-1H-imidazo[4,5-b]pyridin-7-amin BrC=1C(=C2C(=NC1)N=C(N2)C2=C(N(C(=C2)C)C2=CC(=CC=C2)OCCOC)C)N[C@@H]2CN(CC2)S(=O)(=O)CC